FC1=C(C(=O)N)C(=CC=C1OCC1=CC(=CC=C1)[N+](=O)[O-])F 2,6-Difluoro-3-(3-nitrobenzyloxy)-benzamide